C(C1=CC=CC=C1)S(=O)(=O)C1=CC=C(C=C1)OC 1-(benzylsulfonyl)-4-methoxybenzene